5-(4-(3-oxa-8-azabicyclo[3.2.1]octan-8-yl)-6-((S)-3-methylmorpholino)-1,3,5-triazin-2-yl)-4-(difluoromethyl)pyridin-2-amine C12COCC(CC1)N2C2=NC(=NC(=N2)N2[C@H](COCC2)C)C=2C(=CC(=NC2)N)C(F)F